BrC=1C(=CC=C2C=NC(=NC12)N)F 8-bromo-7-fluoroquinazolin-2-amine